Cl.C(C)(C)OC1=CC=C(C=N1)[C@H](C)N (S)-1-(6-isopropoxypyridin-3-yl)ethylamine hydrochloride